[Br-].[Nd+3].[Br-].[Br-] Neodymium Bromide